CNC(=O)C1=CC=C(C=C1)C1=CC=C(C=C1)C(C)(C)NC(=O)N1CCN2CCC1CC2 N-(2-(4'-(methylcarbamoyl)biphenyl-4-yl)propan-2-yl)-1,4-diazabicyclo[3.2.2]nonane-4-carboxamide